6-(4-methoxypyrrolo[2,1-f][1,2,4]triazin-5-yl)-2-methyl-1-propyl-1H-imidazo[4,5-b]pyridine COC1=NC=NN2C1=C(C=C2)C=2C=C1C(=NC2)N=C(N1CCC)C